C1=CC=CC=2C(=CC=3OC4=C(C3C12)C1=CC=CC=C1C=C4)B(O)O dinaphtho[2,1-b:1',2'-d]furan-5-ylboronic acid